Furan-5(2H)-one O1CC=CC1=O